[6-(4-mesylbenzyl)-2-azaspiro[3.3]heptan-2-yl]-[6-[3-(oxetan-3-yl)-1H-1,2,4-triazol-5-yl]-2-azaspiro[3.3]heptan-2-yl]methanone S(=O)(=O)(C)C1=CC=C(CC2CC3(CN(C3)C(=O)N3CC4(C3)CC(C4)C4=NC(=NN4)C4COC4)C2)C=C1